Cl.N[C@@H](C)C1=NC(=NN1C=1SC(=CN1)C(=O)N(C)C)C1CC1 2-[5-[(1S)-1-aminoethyl]-3-cyclopropyl-1,2,4-triazol-1-yl]-N,N-dimethyl-thiazole-5-carboxamide hydrochloride